BrC=1C(=NC(=NC1)Cl)NC1=CC(=C(C=C1)OC1=CC2=C(N(C=N2)C)C=C1)C 5-bromo-2-chloro-N-(3-methyl-4-((1-methyl-1H-benzimidazol-5-yl)oxy)phenyl)pyrimidine-4-amine